[N+](=O)([O-])C=1C=C(CCN2CCOCC2)C=CC1N1CCCCC1 4-(3-nitro-4-(piperidin-1-yl)phenethyl)morpholine